tert-Butyl 4-[3-(2-hydroxypropan-2-yl)azetidin-1-yl]piperidine-1-carboxylate OC(C)(C)C1CN(C1)C1CCN(CC1)C(=O)OC(C)(C)C